BrC1=C(C=2OCC(CC2S1)N(C(OC(C)(C)C)=O)C)Br tert-butyl N-(2,3-dibromo-6,7-dihydro-5H-thieno[3,2-b]pyran-6-yl)-N-methyl-carbamate